CC1=C(C=C(C=C1)NC(NC1=CC=C(OC2=CC(=NC=N2)NC(=O)C2CC2)C=C1)=O)C(F)(F)F N-(6-(4-(3-(4-methyl-3-(trifluoromethyl)phenyl)ureido)phenoxy)pyrimidin-4-yl)cyclopropanecarboxamide